F[C@H]1[C@@H](CNC1)N1C2=NC(=NC=C2N(C1=O)C)NC=1C=C2C=CC=NC2=CC1C 9-((3R,4R)-4-Fluoropyrrolidin-3-yl)-7-methyl-2-((7-methylchinolin-6-yl)amino)-7,9-dihydro-8H-purin-8-on